C(C)(=O)OC(CN=[N+]=[N-])CCCC(C(CBr)=O)(C)C1=CC(=CC=C1)I 1-azido-8-bromo-6-(3-iodophenyl)-6-methyl-7-oxooctan-2-yl acetate